1H-pyrazol-4-ylquinoxalin-6-amine N1N=CC(=C1)C1=NC2=CC=C(C=C2N=C1)N